FC1(CCN(CC1)S(=O)(=O)C1=C(C=C(C=C1)C(=C)C)C1=C(C=CC=C1)C)C(=O)N[C@H](C)\C=C/S(=O)(=O)C (R,Z)-4-fluoro-1-((2'-methyl-5-(prop-1-en-2-yl)-[1,1'-biphenyl]-2-yl)sulfonyl)-N-(4-(methylsulfonyl)but-3-en-2-yl)piperidine-4-carboxamide